hexadecane-1-yl margarate C(CCCCCCCCCCCCCCCC)(=O)OCCCCCCCCCCCCCCCC